FC=1OC2=CC(=C(C=C2C(C1)=O)O)C=1N=NC(=CC1)N(C)[C@@H]1[C@@H]([C@H]2CC[C@@H](C1)N2C)F 2-fluoro-7-(6-(((1R,2R,3S,5S)-2-fluoro-8-methyl-8-azabicyclo[3.2.1]octan-3-yl)(methyl)amino)pyridazin-3-yl)-6-hydroxy-4H-chromen-4-one